CCCCCCCCCCCCCCCCCCC(=O)O[C@H](COC(=O)CCCCCCCCCCCCCC)COP(=O)(O)OC[C@H](CO)O 1-pentadecanoyl-2-nonadecanoyl-glycero-3-phospho-(1'-sn-glycerol)